N1NC(C=2C1=NC=NC2)=O dihydropyrazolo[3,4-d]pyrimidin-one